5-(4-fluorophenyl)-2-furoyl chloride FC1=CC=C(C=C1)C1=CC=C(O1)C(=O)Cl